C(C)(=O)N1CCC2(CC(C(N2)=O)C[C@@H](C(=O)N)NC([C@H](CC2CCCCC2)NC(=O)C=2NC3=CC=CC(=C3C2)OC)=O)CC1 N-((2S)-1-(((2S)-3-(8-acetyl-2-oxo-1,8-diazaspiro[4.5]dec-3-yl)-1-amino-1-oxopropan-2-yl)amino)-3-cyclohexyl-1-oxopropan-2-yl)-4-methoxy-1H-indole-2-carboxamide